C(C)(=O)N1CCN(CC1)CC1=C(C=C(C=C1)NC(=O)NC1=C(C=C(C=C1)C1=CN(C=2N=CN=C(C21)N)C2CC2)F)C(F)(F)F 1-(4-((4-acetylpiperazin-1-yl)methyl)-3-(trifluoromethyl)phenyl)-3-(4-(4-amino-7-cyclopropyl-7H-pyrrolo[2,3-d]pyrimidin-5-yl)-2-fluorophenyl)urea